C(CCC)[Sn](/C=C/C1=CC=C(OCCC#N)C=C1)(CCCC)CCCC (E)-3-(4-(2-(tributylstannyl)vinyl)phenoxy)propionitrile